2-Acetyl-6-((2-(trimethylsilyl)ethoxy)methyl)pyrrolo[3,4-f]isoindole-1,3,5,7(2H,6H)-tetraone C(C)(=O)N1C(C2=CC=3C(N(C(C3C=C2C1=O)=O)COCC[Si](C)(C)C)=O)=O